oleic acid (butyl oleate) C(CCC)C(C(=O)O)CCCCCC\C=C/CCCCCCCC.C(CCCCCCC\C=C/CCCCCCCC)(=O)O